2-(3-(1-(tert-butoxycarbonyl)piperidin-4-yl)-5'-fluoro-1'-methyl-1H,1'H-[4,6'-biindazol]-1-yl)acetic acid C(C)(C)(C)OC(=O)N1CCC(CC1)C1=NN(C=2C=CC=C(C12)C1=C(C=C2C=NN(C2=C1)C)F)CC(=O)O